FC(C=1C(=C(C=CC1)[C@@H](C)NC=1C=2C(N=C(N1)C)=C(C(N(C2)C2(CC2)CF)=O)C2(COCC2)O)F)F 4-(((R)-1-(3-(difluoromethyl)-2-fluorophenyl)ethyl)amino)-6-(1-(fluoromethyl)cyclopropyl)-8-(3-Hydroxytetrahydrofuran-3-yl)-2-methylpyrido[4,3-d]pyrimidin-7(6H)-one